ClC1=NC(=CC(=C1)N1CCOCC1)S(=O)(=O)C1=CC=CC=C1 4-(2-chloro-6-(benzenesulfonyl)pyridin-4-yl)morpholine